7,8-dichloropyrrolo[1,2-a]quinoxaline ClC=1C=C2N=CC=3N(C2=CC1Cl)C=CC3